tert-butyl 2-[2-[2-[2-[2-[3-[4-(ethylsulfonylamino)-2-[6-methyl-7-oxo-1-(p-tolylsulfonyl) pyrrolo[2,3-c]pyridin-4-yl]phenoxy]phenoxy]ethoxy]ethoxy]ethoxy]ethoxy]acetate C(C)S(=O)(=O)NC1=CC(=C(OC=2C=C(OCCOCCOCCOCCOCC(=O)OC(C)(C)C)C=CC2)C=C1)C=1C2=C(C(N(C1)C)=O)N(C=C2)S(=O)(=O)C2=CC=C(C=C2)C